benzyl N-[3-amino-4-[(2S)-2-methyl-4-(oxetan-3-yl)piperazin-1-yl]phenyl]carbamate NC=1C=C(C=CC1N1[C@H](CN(CC1)C1COC1)C)NC(OCC1=CC=CC=C1)=O